2-(4-iodopyrazol-1-yl)cyclohexanol IC=1C=NN(C1)C1C(CCCC1)O